5-((5-(4-((1-(1-(benzo[4,5]imidazo[1,2-a]pyrimidin-2-yl)piperidin-4-yl)azetidin-3-yl)oxy)piperidin-1-yl)pentyl)oxy)-2-(2,6-dioxopiperidin-3-yl)isoindoline-1,3-dione trifluoroacetate FC(C(=O)O)(F)F.N=1C=2N(C=CC1N1CCC(CC1)N1CC(C1)OC1CCN(CC1)CCCCCOC=1C=C3C(N(C(C3=CC1)=O)C1C(NC(CC1)=O)=O)=O)C1=C(N2)C=CC=C1